COC1=CC=C(C=C1)C=1C(C1C1=CC=C(C=C1)OC)=O 2,3-Di(4-methoxyphenyl)cyclopropen-1-one